C1(=CC=CC=C1)C1(OC1)CSC1=CC=CC=C1 2-phenyl-2-((phenylthio)methyl)oxirane